4-[[5-(4-cyclopropyl-2-fluoro-phenoxy)-4-methyl-3-pyridinyl]methyl]-3-fluoro-pyridin-2-amine C1(CC1)C1=CC(=C(OC=2C(=C(C=NC2)CC2=C(C(=NC=C2)N)F)C)C=C1)F